dihydrothiazolecarboxylic acid S1C(NC=C1)C(=O)O